3-((2,2-difluorocyclobutyl)methyl)-1,3-dimethylindol-2-one FC1(C(CC1)CC1(C(N(C2=CC=CC=C12)C)=O)C)F